2-chloro-N-(2-(trifluoromethyl)phenyl)acetamide ClCC(=O)NC1=C(C=CC=C1)C(F)(F)F